O=C1CC2SC(CN12)C(=O)O.OCCOC1=CC=C(C=C1)C1(C=2C=CC=CC2CC=2C3=C(C=CC12)C=CC=C3)C3=CC=C(C=C3)OCCO 7,7-bis[4-(2-hydroxyethoxy)phenyl]benzanthracene 7-oxo-4-thia-1-azabicyclo[3.2.0]heptan-3-carboxylat